N1C=C(C2=CC=CC=C12)N1CNC(C2=CC=CC=C12)=O (indol-3-yl)-2,3-dihydro-quinazolin-4(1H)-one